(5-(6-(1H-Benzo[d]imidazol-2-yl)pyridinyl)-2,5-diazabicyclo[2.2.1]hept-2-yl)(2-morpholinopyrimidin-4-yl)methanone N1C(=NC2=C1C=CC=C2)C2=CC=CC(=N2)N2C1CN(C(C2)C1)C(=O)C1=NC(=NC=C1)N1CCOCC1